[N+](=O)([O-])C1=CC=C(C(=O)OC2CC(CC2)C2=NN(C(=C2)NC(=O)OCC2=CC=CC=C2)C(C)(C)C)C=C1 3-(5-(((benzyloxy)carbonyl)amino)-1-(tert-butyl)-1H-pyrazol-3-yl)cyclopentyl 4-nitrobenzoate